evonine CC(=O)OC[C@@]12[C@H](OC(C)=O)C(=O)[C@@H]3[C@@H](OC(C)=O)[C@@]22O[C@@]3(C)COC(=O)C3C=CC=NC=3C(C)C(C)C(=O)O[C@@H]([C@H](OC(C)=O)[C@@H]1OC(C)=O)[C@]2(C)O